3-(N,N-dimethylaminoethyl)-pyrrolo[3,2-b]pyridine CN(C)CCC1=CNC=2C1=NC=CC2